4-(acryloyloxy)-butyl methacrylate C(C(=C)C)(=O)OCCCCOC(C=C)=O